5-bromo-3-morpholinobenzene-1,2-diamine BrC1=CC(=C(C(=C1)N)N)N1CCOCC1